3-(4-(2,4-dimethoxybenzylamino)-2-(2-fluorobenzyl)pyrazolo[1,5-a]Pyrazin-6-yl)benzonitrile COC1=C(CNC=2C=3N(C=C(N2)C=2C=C(C#N)C=CC2)N=C(C3)CC3=C(C=CC=C3)F)C=CC(=C1)OC